CC(C(=O)OC)(C)N1N=C(C(=C1)[N+](=O)[O-])C methyl 2-methyl-2-(3-methyl-4-nitro-1H-pyrazol-1-yl)propanoate